CC(CC(O)(O)O)(C)C trimethyl-orthopropionic acid